ClC1=CC(C(C(=O)O)C=C1)(C(=O)O)OOC1(C(C(=O)O)C=CC(=C1)Cl)C(=O)O 4,4'-dichloro-2,2'-peroxydiphthalic acid